5-(1,1-difluoro-2-hydroxyethoxy)picolinaldehyde FC(CO)(OC=1C=CC(=NC1)C=O)F